[Mg+2].CC(C)C[O-].CC(C)C[O-] isobutoxide magnesium